1-(7-((3R,4R)-4-(2-chloro-6-fluorophenyl)-6,6-dimethyltetrahydro-2H-pyran-3-carbonyl)-5,5-difluoro-2,7-diazaspiro[3.5]nonan-2-yl)prop-2-en-1-one ClC1=C(C(=CC=C1)F)[C@H]1[C@H](COC(C1)(C)C)C(=O)N1CC(C2(CN(C2)C(C=C)=O)CC1)(F)F